[NH4+].[NH4+].ClC(C1=CC=CC=C1)(C1=CC=CC=C1)Cl dichlorodiphenylmethane diammonium